C(C)(=O)O[C@H]1[C@@H](SC2=CC(=C(C=C2)C)C)O[C@@H]([C@@H]([C@@H]1N=[N+]=[N-])OC(C)=O)COC(C)=O 3,4-Dimethyl-phenyl 2,4,6-tri-O-acetyl-3-azido-3-deoxy-1-thio-α-D-galactopyranoside